(R)-6-benzylhexahydro-3H-pyrazino[1,2-C][1,2,3]oxathiazine 1,1-dioxide C(C1=CC=CC=C1)N1C[C@@H]2N(S(OCC2)(=O)=O)CC1